FC(C(=O)O)(F)F.N[C@@H](CCC1=C(C=C(C=C1)F)[C@@H]1N(CCC1)C1=NN2C(N=CC=C2)=C1N)C ((R)-2-(2-((R)-3-aminobutyl)-5-fluoroPhenyl)pyrrolidin-1-yl)pyrazolo[1,5-a]Pyrimidine-3-amine trifluoroacetate salt